(S)-2,3-bis(1-hydroxy-3,3-dimethyl-1,3-dihydrobenzo[c][1,2]oxaborole-7-carboxamido)propanoic acid OB1OC(C2=C1C(=CC=C2)C(=O)N[C@H](C(=O)O)CNC(=O)C2=CC=CC1=C2B(OC1(C)C)O)(C)C